dimethoxy-4-chloro-diethylaniline COC=1C(=C(N(CC)CC)C=CC1Cl)OC